4-Amino-N-(2-[3-[1-(2,6-dioxopiperidin-3-yl)-3-methyl-2-oxo-2,3-dihydro-1H-1,3-benzodiazol-5-yl]propoxy]ethyl)-N-methylbutanamide hydrochloride Cl.NCCCC(=O)N(C)CCOCCCC1=CC2=C(N(C(N2C)=O)C2C(NC(CC2)=O)=O)C=C1